F[C@@H]1[C@@H](C1)N1N=NC(=C1)[C@H](C1=C2C=CC=NC2=CC=C1)NC=1C=C2C(=C(C=NC2=C(C1)C#N)C#N)NCC(C)(C)C 6-(((S)-(1-((1R,2S)-2-fluorocyclopropyl)-1H-1,2,3-triazol-4-yl)(quinolin-5-yl)methyl)amino)-4-(neopentylamino)quinoline-3,8-dicarbonitrile